2-(4-{2-[2-(2,6-dioxopiperidin-3-yl)-1-oxo-2,3-dihydro-1H-isoindol-5-yl]ethynyl}-[1,4'-bipiperidin]-1'-yl)acetic acid O=C1NC(CCC1N1C(C2=CC=C(C=C2C1)C#CC1CCN(CC1)C1CCN(CC1)CC(=O)O)=O)=O